COC([C@H](N)C)=O R-alanine methyl ester